1,2,4-trichloro-3-methoxybenzene ClC1=C(C(=C(C=C1)Cl)OC)Cl